ethyl 5-methyl-1H-pyrazole-3-carboxylate CC1=CC(=NN1)C(=O)OCC